5-(hydroxymethyl)-1-[(2'-methyl-1,1'-biphenyl-4-yl)carbonyl]pyrrolidin-2-one O-methyloxime CON=C1N(C(CC1)CO)C(=O)C1=CC=C(C=C1)C1=C(C=CC=C1)C